(3S,4R)-1-(3,4,5-trimethoxyphenyl)-4-(6-bromohexyloxy-4-methoxyphenyl)-3-hydroxymethylazetidin-2-one COC=1C=C(C=C(C1OC)OC)N1C([C@@H]([C@@H]1C1=C(C=C(C=C1)OC)OCCCCCCBr)CO)=O